6-(4-((4-(1H-pyrazol-4-yl)phenyl)-amino)-pyrimidin-2-yl)-N-methyl-N-(2,2,2-trifluoroethyl)-1H-indole-2-carboxamide N1N=CC(=C1)C1=CC=C(C=C1)NC1=NC(=NC=C1)C1=CC=C2C=C(NC2=C1)C(=O)N(CC(F)(F)F)C